N,N-dimethyl-2-nitropyridin-3-amine CN(C=1C(=NC=CC1)[N+](=O)[O-])C